CC(CC(=O)N[C@H]1CN(C[C@H](C1)C)C1=C2C=CC=NC2=C(C=C1)C(F)(F)F)(C)C 3,3-dimethyl-N-[(3R,5S)-5-methyl-1-[8-(trifluoromethyl)quinolin-5-yl]Piperidin-3-yl]Butyramide